ClCC1=CC=C(OCCN2CCCCCC2)C=C1 1-[2-[4-(chloromethyl)phenoxy]ethyl]azepan